C(CCCCCCC\C=C/CCCC)(=O)OCCCCCCCCCCCCCCCCCCCCCCCCCCCCCCCC dotriacontyl myristoleate